1-chloro-1,1,3,3-tetramethylbutane ClC(CC(C)(C)C)(C)C